[Si](C)(C)(C(C)(C)C)OCCC1=C(C(=NC=C1)C(C)C)NC(O)=O (4-(2-((tert-butyldimethylsilyl)oxy)ethyl)-2-isopropylpyridin-3-yl)carbamic acid